((4-fluorobenzyl)amino)isonicotinic acid methyl ester COC(C1=C(C=NC=C1)NCC1=CC=C(C=C1)F)=O